sulfur-trioxide S(=O)(=O)=O